2-(5-(1-((1R,5S,7s)-3-oxa-9-azabicyclo[3.3.1]nonan-7-yl)-1H-pyrazol-4-yl)-6-aminopyridazin-3-yl)phenol [C@H]12COC[C@H](CC(C1)N1N=CC(=C1)C=1C=C(N=NC1N)C1=C(C=CC=C1)O)N2